O1C=C(C=C1)C=1C(=CC2=CN(N=C2C1)CCC(C)(C)O)NC(=O)C=1N=C(SC1)N1CCOCC1 N-(6-(furan-3-yl)-2-(3-hydroxy-3-methylbutyl)-2H-indazol-5-yl)-2-morpholinothiazole-4-carboxamide